NC1=CC(=C(C=C1)C1CCN(CC1)C[C@@H]1CC[C@H](CC1)NC(OC(C)(C)C)=O)F trans-tert-butyl (4-((4-(4-amino-2-fluorophenyl)piperidin-1-yl)methyl)cyclohexyl)carbamate